NC1C(CN(C1)C1=NC=2CCC(CC2C=C1F)NC(=O)C1=CC2=C(N=N1)N(C=C2Cl)CC)(C)OC N-[2-(4-amino-3-methoxy-3-methylpyrrolidin-1-yl)-3-fluoro-5,6,7,8-tetrahydroquinolin-6-yl]-5-chloro-7-ethyl-7H-pyrrolo[2,3-c]pyridazine-3-carboxamide